(1R)-4-fluoro-1-methyl-1,2,3,4-tetrahydroisoquinoline FC1CN[C@@H](C2=CC=CC=C12)C